6-Amino-3-ethyl-7-(3-hydroxy-2,6-dimethylphenyl)-3H-imidazo[4,5-b]pyridine-5-carboxamide NC=1C(=C2C(=NC1C(=O)N)N(C=N2)CC)C2=C(C(=CC=C2C)O)C